(4-(4-methylpiperazin-1-yl)phenoxy)-1H-1,2,3-triazole-4-carboxylic acid CN1CCN(CC1)C1=CC=C(ON2N=NC(=C2)C(=O)O)C=C1